N1(N=CC2=CC=CC=C12)C=1C(=NC=CC1)[C@H](CC1(NC(=CC=C1)Br)C)N[S@@](=O)C(C)(C)C (S)-N-{(S)-1-[3-(1H-indazol-1-yl)pyridine-2-yl]-2-[6-bromo-2-methylpyridine-2-yl]ethyl}-2-methylpropane-2-sulfinamide